2-Cyclopentylisonicotinic acid methyl ester COC(C1=CC(=NC=C1)C1CCCC1)=O